2-(3-Chlorophenyl)-2-(1-(4-(2-hydroxyethyl)piperidin-1-carbonyl)piperidin-4-yliden)acetonitril ClC=1C=C(C=CC1)C(C#N)=C1CCN(CC1)C(=O)N1CCC(CC1)CCO